CC(COC1=C(C=CC=C1)OCC(=C)C)=C 1,2-bis(2-methylallyloxy)benzene